1-(5-chloro-2-methyl-3-nitrobenzyl)piperazine ClC=1C=C(C(=C(CN2CCNCC2)C1)C)[N+](=O)[O-]